C12CCCCC(CC1)CC2 (1r,6r)-bicyclo[4.2.2]decane